P(=O)(O)(O)OC[C@H]([C@@H]([C@@H]([C@H](C(=O)[O-])O)O)O)O 6-phospho-D-galactonate